ClC1=CC=C(CNC(=O)C=2N=C3N(C=C(C=C3)C3=NOC(=N3)C(F)(F)F)C2)C=C1 N-(4-chlorobenzyl)-6-(5-(trifluoromethyl)-1,2,4-oxadiazol-3-yl)imidazo[1,2-a]pyridine-2-carboxamide